C(C)N1C(C(=CC(=C1C)C=1NC2=CC=C(C=C2C1C(C)C)C1CCNCC1)CC)=O 1,3-diethyl-5-(3-isopropyl-5-(piperidin-4-yl)-1H-indol-2-yl)-6-methylpyridin-2(1H)-one